ClCC(=O)C1=C(N(C(=C1)[C@H](C)C1CCC1)C1=CC=C(C#N)C=C1)C (R)-4-(3-(2-chloroacetyl)-5-(1-cyclobutylethyl)-2-methyl-1H-pyrrol-1-yl)benzonitrile